C\C(=C/CC=1C(=C(C(=O)NC=2C=NC=CC2)C(=CC1O)CCCCC)O)\CCC=C(C)C (E)-3-(3,7-dimethylocta-2,6-dien-1-yl)-2,4-dihydroxy-6-pentyl-N-(pyridin-3-yl)benzamide